tetramethylenediamine-d N(CCCCN[2H])[2H]